CN(C/C=C/C(=O)N1C(CCC1)COC(=O)N1CCC(CC1)NC1=NC(=NC=2N1N=CC2C(C)C)C)C 4-((8-isopropyl-2-methylpyrazolo[1,5-a][1,3,5]triazine-4-yl)amino)piperidine-1-carboxylic acid (E)-(1-(4-(dimethylamino)but-2-enoyl)pyrrolidin-2-yl)methyl ester